1-(3-methyl-1-phenyl-1H-indol-5-yl)-3-phenylurea CC1=CN(C2=CC=C(C=C12)NC(=O)NC1=CC=CC=C1)C1=CC=CC=C1